C1=NC=CC2=CC(=CC=C12)NC([C@H](CNCCOCCOCCOCCN(C)S(=O)(=O)C1=C(C=CC=C1)[N+](=O)[O-])C1=CC=CC=C1)=O (S)-N-(Isoquinolin-6-yl)-2-((2-nitrophenyl)sulfonyl)-16-phenyl-5,8,11-trioxa-2,14-diazaheptadecan-17-amide